3-azabicyclo[3.2.1]octan-8-yloxy-tert-butyl-diphenyl-silane C12CNCC(CC1)C2O[Si](C2=CC=CC=C2)(C2=CC=CC=C2)C(C)(C)C